4-cyano-5-neopentylpyrrole C(#N)C=1C=CNC1CC(C)(C)C